4-[(2S,3S)-2-(2-Chloro-3-methyl-phenyl)-1-[2-[3-cyclopropyl-5-(trifluoromethyl)pyrazol-1-yl]acetyl]pyrrolidin-3-yl]piperazin-2-one ClC1=C(C=CC=C1C)[C@@H]1N(CC[C@@H]1N1CC(NCC1)=O)C(CN1N=C(C=C1C(F)(F)F)C1CC1)=O